FC=1C(=NC=2C3=C(CCC2C1C1=CC=CC=C1)C=CC=C3)C3=CC=CC=C3 3-fluoro-2,4-diphenyl-5,6-dihydrobenzo[h]quinoline